9-(3-((2-((3-methyl-1-(1-methylpiperidin-4-yl)-1H-pyrazol-4-yl)amino)-5-(trifluoromethyl)pyrimidin-4-yl)amino)propyl)-5-oxa-9-azaspiro[3.6]decan-10-one CC1=NN(C=C1NC1=NC=C(C(=N1)NCCCN1CCCOC2(CCC2)C1=O)C(F)(F)F)C1CCN(CC1)C